Cl.FC=1C=NC2=CC=C(C=C2C1)N1N=CN=C1CN 1-[1-(3-fluoroquinolin-6-yl)-1H-1,2,4-triazol-5-yl]methanamine hydrochloride